C(C)(C)C=1C(=NNC1C=1C=C(C=2N(C1)N=CN2)C)C(=O)NC2CCC(CC2)NC(C)C(C)C 4-isopropyl-5-(8-methyl-[1,2,4]triazolo[1,5-a]pyridin-6-yl)-N-((1s,4s)-4-((3-methylbut-2-yl)amino)cyclohexyl)-1H-pyrazole-3-carboxamide